(4-(benzylthio)phenyl)methanol C(C1=CC=CC=C1)SC1=CC=C(C=C1)CO